Cl[C@H](C(=O)N(NC([C@H](C[Si](C)(C)C)NC(=O)C1=NOC(=C1)C)=O)C[C@@H]1C(NCC1)=O)F N-[(1R)-2-[2-[(2R)-2-chloro-2-fluoro-acetyl]-2-[[(3R)-2-oxopyrrolidin-3-yl]methyl]hydrazino]-2-oxo-1-(trimethylsilylmethyl)ethyl]-5-methyl-isoxazole-3-carboxamide